(S)-4-(2-(2,5-dimethyl-1,2,3,4-tetrahydroisoquinolin-7-yl)-5H-pyrrolo[2,3-b]pyrazin-7-yl)-N-(2-hydroxypropyl)-N,2-dimethylbenzamide CN1CC2=CC(=CC(=C2CC1)C)C=1N=C2C(=NC1)NC=C2C2=CC(=C(C(=O)N(C)C[C@H](C)O)C=C2)C